ClC=1C=C(CC=2C=C3C(=NNC3=CC2)C#CC2=NC=CC=C2)C=CC1 5-(3-chlorobenzyl)-3-(pyridin-2-ylethynyl)-1H-indazole